FC1(CCN(CC1)C(=O)OC(C)(C)C)CN1[C@H](CNCC1)C tert-butyl 4-fluoro-4-[[(2S)-2-methylpiperazin-1-yl]methyl]piperidine-1-carboxylate